C(#N)C1=NC=CC(=C1C1=C(C=C2C(=CN(C2=C1)CC(C)(C)C)[C@@H](C(F)F)NS(=O)(=O)C1CCC1)F)C(F)(F)F N-((1S)-1-(6-(2-cyano-4-(trifluoromethyl)pyridin-3-yl)-5-fluoro-1-neopentyl-1H-indol-3-yl)-2,2-difluoroethyl)cyclobutanesulfonamide